[18F][C@](N(O)O)(CC1=CC=CC=C1)C(=O)O [18F]fluorodihydroxyphenylalanine